tert-butyl N-(3-cyclopropyl-4,5,6,7-tetrahydrobenzothiophen-5-yl)carbamate C1(CC1)C1=CSC2=C1CC(CC2)NC(OC(C)(C)C)=O